3-(6-chloro-5-(4-(2-methoxythiazol-4-yl)phenyl)-1H-indazol-3-yl)-propanoic acid ClC1=C(C=C2C(=NNC2=C1)CCC(=O)O)C1=CC=C(C=C1)C=1N=C(SC1)OC